O=C(CC(C(=O)O)(CCC1=CC=C(C=C1)C)C)CC(C(=O)O)(CCC1=CC=C(C=C1)C)C.OC1=C2C(C(COC2=CC(=C1)O)C1=CC=C(C=C1)O)=O 5,7-dihydroxy-3-(4-hydroxyphenyl)chroman-4-one 2-oxopropane-1,3-diyl-bis(2-methyl-4-(p-tolyl)butanoate)